1-(hexahydropyridin-1-yl)-5-(quinolin-6-yl)penta-2,4-dien-1-one N1(CCCCC1)C(C=CC=CC=1C=C2C=CC=NC2=CC1)=O